2,4-diphenyl-6-[4'-(4,4,5,5-tetramethyl-1,3,2-dioxaborolan-2-yl)[1,1'-biphenyl]-4-yl]-1,3,5-triazine C1(=CC=CC=C1)C1=NC(=NC(=N1)C1=CC=CC=C1)C1=CC=C(C=C1)C1=CC=C(C=C1)B1OC(C(O1)(C)C)(C)C